F[C@H](C)C=1C=CC=NC1 5-[(1R)-1-fluoroethyl]pyridin